CNC(=O)C1(CCCCC1)C N,1-dimethylcyclohexane-1-carboxamide